5-fluoro-N-(isothiazol-3-yl)-N-(4-methoxybenzyl)-4-methylpyridine-2-sulfonamide FC=1C(=CC(=NC1)S(=O)(=O)N(CC1=CC=C(C=C1)OC)C1=NSC=C1)C